N-[(4,4-difluoro-1-hydroxy-cyclohexyl)methyl]-6-hydroxy-4-oxo-chromene-2-carboxamide FC1(CCC(CC1)(O)CNC(=O)C=1OC2=CC=C(C=C2C(C1)=O)O)F